mono-2,4-decadien-1-ol itaconate C(C(=C)CC(=O)O)(=O)O.C(C=CC=CCCCCC)O